benzyl (3S,4R,7S) and (3R,4S,7S)-3-(((benzyloxy) carbonyl) amino)-4,7-dimethyl-2,3,4,7-tetrahydro-1H-azepine-1-carboxylate C(C1=CC=CC=C1)OC(=O)N[C@@H]1CN([C@H](C=C[C@H]1C)C)C(=O)OCC1=CC=CC=C1 |&1:11,17|